2-hydroxyethylsuccinimide OCCC1C(=O)NC(C1)=O